4-((4-(2-(2,6-Dichlorophenyl)imidazo[2,1-f][1,6]naphthyridin-9-yl)-1H-pyrazol-1-yl)methyl)-2-fluorobenzoic acid ClC1=C(C(=CC=C1)Cl)C=1N=C2C=3C=C(C=NC3C=CN2C1)C=1C=NN(C1)CC1=CC(=C(C(=O)O)C=C1)F